FC1=CC=C(C=C1)S(=O)(=O)NC=1C=CC=C2CCC(OC12)C(=O)NO 8-((4-fluorophenyl)sulfonamido)-N-hydroxychromane-2-carboxamide